aminocarbonyl-L-prolinamide-15N NC(=O)N1[C@@H](CCC1)C(=O)[15NH2]